6-(4-FORMYL-1H-IMIDAZOL-2-YL)-NAPHTHALEN-2-OL C(=O)C=1N=C(NC1)C=1C=C2C=CC(=CC2=CC1)O